α,α'-bis(4-aminophenyl)p-diisopropylbenzene NC1=CC=C(C=C1)C(C)(C)C1=CC=C(C=C1)C(C)(C)C1=CC=C(C=C1)N